CS(=O)(=O)C1=CC(=C(NCC#C)C=C1)OCC(F)(F)F 4-(methylsulfonyl)-N-(prop-2-yn-1-yl)-2-(2,2,2-trifluoroethoxy)aniline